4-Cyclobutoxy-6-((4-((5-cyclopropyl-3-(3,5-dichloropyridin-4-yl)isoxazol-4-yl)methoxy)bicyclo[2.2.2]octan-1-yl)methoxy)-8-fluorochinolin C1(CCC1)OC1=CC=NC2=C(C=C(C=C12)OCC12CCC(CC1)(CC2)OCC=2C(=NOC2C2CC2)C2=C(C=NC=C2Cl)Cl)F